NC1=CN=C(C=C1C(=O)O)N1[C@@H]2CN([C@H](C1)C2)C(=O)OC(C)(C)C 5-Amino-2-((1S,4S)-5-(tert-butoxycarbonyl)-2,5-diazabicyclo[2.2.1]heptan-2-yl)isonicotinic acid